(1S,2S)-2-[{4-[(2S)-2,3-dihydro-1,4-benzodioxin-2-yl]benzyl}(methyl)amino]cyclohexanol O1[C@H](COC2=C1C=CC=C2)C2=CC=C(CN([C@@H]1[C@H](CCCC1)O)C)C=C2